BrC1=C2C(=C3C=CC(NC3=C1F)=O)COC2 4-bromo-5-fluoro-3,6-dihydrofuro[3,4-f]quinolin-7(1H)-one